methyl 2-(3,5-bis(bromomethyl)phenyl)acetate BrCC=1C=C(C=C(C1)CBr)CC(=O)OC